O=C(CC)NCC(F)(F)F (S)-1-oxo-1-((2,2,2-trifluoroethyl)amino)propan